cis-5-dodecenal C(CCC\C=C/CCCCCC)=O